S1C2=C(C=C1)C=C(C=C2)CNC(=O)[C@@H]2CN(CCC2)C=2C1=C(N=CN2)C=C(S1)C1=CC(=C(C=C1)C)F (S)-N-(benzo[b]thiophen-5-ylmethyl)-1-(6-(3-fluoro-4-methylphenyl)thieno[3,2-d]pyrimidin-4-yl)piperidine-3-carboxamide